O[C@@H]1[C@H](CCCC1)OC=1C=C2CN(C(C2=CC1)=O)C1C(NC(CC1)=O)=O 3-(5-(((1s,2s)-2-hydroxycyclohexyl)oxy)-1-oxoisoindolin-2-yl)piperidine-2,6-dione